NC1=NC(=C(C(=C1C#N)C1=CC=C(C=C1)OC1CC(C1)O)C#N)SCC=1C=NC=CC1 2-Amino-4-(4-((7r,3r)-3-hydroxycyclobutoxy)phenyl)-6-((pyridin-3-ylmethyl)thio)pyridine-3,5-dicarbonitrile